C(C)OC=1C=C(C=CC1O)/C=C/C(=O)C1=CC=C(OCC(=O)O)C=C1 2-[4-[(E)-3-(3-Ethoxy-4-hydroxyphenyl)prop-2-enoyl]phenoxy]acetic acid